6-chloro-2-(5-cyclopropyl-2-(trifluoromethyl)phenyl)-1H-pyrrolo[2,3-b]pyridine-1-carboxylic acid tert-butyl ester C(C)(C)(C)OC(=O)N1C(=CC=2C1=NC(=CC2)Cl)C2=C(C=CC(=C2)C2CC2)C(F)(F)F